tert-butyl {2-[methoxy(methyl)amino]-2-oxoethyl}carbamate CON(C(CNC(OC(C)(C)C)=O)=O)C